C(CC)[SiH2]C(O[Si](C)(C)C)O[Si](C)(C)C propyl-bis(trimethylsiloxy)methylsilane